γ-(methylamino)propyltrimethoxysilane CNCCC[Si](OC)(OC)OC